5-(1-(2,2-difluoroethyl)-2-methyl-1H-imidazo[4,5-b]pyridin-6-yl)-N-((1-methylcyclopropyl)methyl)pyrrolo[2,1-f][1,2,4]triazin-2-amine FC(CN1C(=NC2=NC=C(C=C21)C=2C=CN1N=C(N=CC12)NCC1(CC1)C)C)F